C1(=CC=CC=C1)[C@H]1N(OCC1)C1=NC(=NC=C1C(F)(F)F)NC1=CC=C(C=N1)C1CCN(CC1)C1=CC=C(C=C1)CO (S)-(4-(4-(6-((4-(3-phenylisoxazolidin-2-yl)-5-(trifluoromethyl)pyrimidin-2-yl)amino)pyridin-3-yl)piperidin-1-yl)phenyl)methanol